9-hexadecen-1,3-diol C(CC(CCCCCC=CCCCCCC)O)O